(2-amino-5,6,7,8-tetrahydro-4H-cyclohepta[b]thiophen-3-yl)(2,6-difluorophenyl)methanone NC1=C(C2=C(S1)CCCCC2)C(=O)C2=C(C=CC=C2F)F